(2-(2,6-bis(benzyloxy)pyridin-3-yl)benzo[d]oxazol-6-yl)(7-hydroxy-7-(trifluoromethyl)-2-azaspiro[3.5]nonan-2-yl)methanone C(C1=CC=CC=C1)OC1=NC(=CC=C1C=1OC2=C(N1)C=CC(=C2)C(=O)N2CC1(C2)CCC(CC1)(C(F)(F)F)O)OCC1=CC=CC=C1